NCC1=NNC(C2=CC=C(C=C12)C1(CC1)C(=O)N(C1CCCC=2C=CC=NC12)CC1=NC=C(C=C1)C1=C(C=CC=C1Cl)Cl)=O 1-(4-(aminomethyl)-1-oxo-1,2-dihydro-phthalazin-6-yl)-N-((5-(2,6-dichlorophenyl)pyridin-2-yl)methyl)-N-(5,6,7,8-tetrahydroquinolin-8-yl)cyclopropane-1-carboxamide